CC1=NC(=NC=C1[C@@H](C)N1N=CC(=C1)NC(=O)C1=NC=CN=C1)N1C([C@@H]2C[C@@H]2C1)=O N-(1-((R)-1-(4-methyl-2-((1R,5S)-2-oxo-3-azabicyclo[3.1.0]hexan-3-yl)pyrimidin-5-yl)ethyl)-1H-pyrazol-4-yl)pyrazine-2-carboxamide